C(C)(C)C=1C=NC=C(C(=O)O)C1 5-isopropylnicotinic acid